S-(4-(3-((3-((tert-butoxycarbonyl)amino)propyl)amino)-3-oxopropyl)benzyl) ethanthioate C(C)(SCC1=CC=C(C=C1)CCC(=O)NCCCNC(=O)OC(C)(C)C)=O